perfluoro amyl-vinyl ether C(CCCC)C=COF